3-(4-chlorobenzylideneamino)-2-thioxothiaazolidin-4-one ClC1=CC=C(C=NN2C(SCC2=O)=S)C=C1